CC=1C(=NC=CC1)S(=O)(=O)NC=1C=CC=C2C=CC(=NC12)C 3-methyl-N-(2-methyl-quinolin-8-yl)pyridine-2-sulfonamide